C(C)OC(=O)C1=CNC(=C1)C1=C(C=CC=C1)C(F)(F)F 5-(2-(trifluoromethyl)phenyl)-1H-pyrrole-3-carboxylic acid ethyl ester